C[C@H]1CN(C[C@H](O1)C)C=1C=CC=2N(N1)C(=CN2)C=2C=C1C=NN(C1=CC2)C (2S,6R)-2,6-dimethyl-4-(3-(1-methyl-1H-indazol-5-yl)imidazo[1,2-b]pyridazin-6-yl)morpholine